CC1(CCC(CC1)C(=O)N[C@@H](C)C1=NC(=NO1)C1=CC(=NC=C1)C(F)(F)F)C (S)-4,4-dimethyl-N-(1-(3-(2-(trifluoromethyl)pyridin-4-yl)-1,2,4-oxadiazol-5-yl)ethyl)cyclohexane-1-carboxamide